4-(5-chloro-2-methoxyphenyl)-N-(6-cyclopropylthiazolo[4,5-b]pyrazin-2-yl)-6-(dibromomethyl)nicotinamide ClC=1C=CC(=C(C1)C1=CC(=NC=C1C(=O)NC=1SC=2C(=NC=C(N2)C2CC2)N1)C(Br)Br)OC